C(C)(=O)C=1C=C(C=CC1F)N1C(C2=CC=CC(=C2C1)C(F)(F)F)=O 2-(3-acetyl-4-fluoro-phenyl)-4-(trifluoromethyl)isoindolin-1-one